NC=1N=NC(=CC1C=1C=NN(C1)CCOCCOCC(=O)O)C1=C(C=CC=C1)O 2-(2-(2-(4-(3-amino-6-(2-hydroxyphenyl)pyridazin-4-yl)-1H-pyrazol-1-yl)ethoxy)ethoxy)acetic acid